(cyclooctylcarbamoyl)picolinate C1(CCCCCCC1)NC(=O)OC(C1=NC=CC=C1)=O